((tert-butoxycarbonyl)amino)-1-(7H-pyrrolo[2,3-d]pyrimidin-4-yl)piperidine-4-carboxylic acid C(C)(C)(C)OC(=O)NC1N(CCC(C1)C(=O)O)C=1C2=C(N=CN1)NC=C2